FC(CO[SiH](OCC(F)(F)F)OCC(F)(F)F)(F)F tris(2,2,2-trifluoroethoxy)silane